FC1=C(N=CC2=C1N=C(N=C2N2CC(CCC2)(O)C)OCC21CCCN1CCC2)C2=C1C=NNC1=CC=C2C 1-(8-fluoro-2-((hexahydro-1H-pyrrolizin-7a-yl)methoxy)-7-(5-methyl-1H-indazol-4-yl)pyrido[4,3-d]pyrimidin-4-yl)-3-methylpiperidin-3-ol